(±)-trans-N-[8-amino-7-fluoro-6-(4-methyl-3-pyridyl)-3-isoquinolinyl]-2-cyano-cyclopropanecarboxamide NC=1C(=C(C=C2C=C(N=CC12)NC(=O)[C@H]1[C@@H](C1)C#N)C=1C=NC=CC1C)F |r|